C(#N)C1=CC(=C(CNC(=O)C2CCN(CC2)CC2=CC=C(C=C2)F)C=C1)C(F)(F)F N-(4-cyano-2-(trifluoromethyl)benzyl)-1-(4-fluorobenzyl)piperidine-4-carboxamide